C(C)(C)(C)OC(=O)N1CCCC=2C=CC(=NC12)CCCC(C(=O)O)C(=O)OCC 5-(8-(tert-butoxycarbonyl)-5,6,7,8-tetrahydro-1,8-naphthyridin-2-yl)-2-(ethoxycarbonyl)pentanoic acid